2-(3-methyl-5-((4-methyl-4H-1,2,4-triazol-3-yl)(oxetan-3-yl)methyl)phenyl)-6-(((1-methylcyclobutyl)amino)methyl)-4-(trifluoromethyl)isoindolin-1-one CC=1C=C(C=C(C1)C(C1COC1)C1=NN=CN1C)N1C(C2=CC(=CC(=C2C1)C(F)(F)F)CNC1(CCC1)C)=O